C(C)(C)(C)C=1C=C(C=C(C1OC)C(C)(C)C)PC1=CC(=C(C(=C1)C(C)(C)C)OC)C(C)(C)C Bis(3,5-di(tert-butyl)-4-methoxyphenyl)phosphin